CN(C1CCN(CC1)C1=CC=C(C=C1)C=1OC2=C(C=C(C=C2C(C1C)=O)C)[C@@H](C)NC1=C(C(=O)O)C=CC=C1)C (R)-2-((1-(2-(4-(4-(dimethylamino)piperidin-1-yl)phenyl)-3,6-dimethyl-4-oxo-4H-chromen-8-yl)ethyl)amino)benzoic acid